O1C(=CC=C1)C=1C(C(=C(N(C1C)C)C)C(=O)O)=O 5-(furan-2-yl)-1,2,6-trimethyl-4-oxo-1,4-dihydropyridine-3-carboxylic acid